decyl-formaldehyde (decyl carbamate) C(CCCCCCCCC)NC(O)=O.C(CCCCCCCCC)C=O